(E)-3-(4,7-dimethoxybenzofuran-5-yl)-1-N-(3'-trifluoromethylphenyl)-acrylamide COC1=C(C=C(C2=C1C=CO2)OC)/C=C/C(=O)NC2=CC(=CC=C2)C(F)(F)F